N-(5-((8'-METHYL-1',5'-DIOXO-1',5'-DIHYDRO-2'H-SPIRO[CYCLOPENTANE-1,3'-IMIDAZO[1,5-A]PYRIDIN]-6'-YL)AMINO)PYRIDAZIN-3-YL)CYCLOPROPANECARBOXAMIDE CC1=C2N(C(C(=C1)NC=1C=C(N=NC1)NC(=O)C1CC1)=O)C1(NC2=O)CCCC1